(3aR,5s,6aS)-N-(6-(2,4-difluoro-5-methylphenyl)-4-(trifluoromethyl)pyridazin-3-yl)-2-((tetrahydro-2H-pyran-4-yl)methyl)octahydro-cyclopenta[c]pyrrol-5-amine FC1=C(C=C(C(=C1)F)C)C1=CC(=C(N=N1)NC1C[C@@H]2[C@@H](CN(C2)CC2CCOCC2)C1)C(F)(F)F